C(#N)C=1C=NN2C1C(=CC(=C2)OCC)C=2C=CC(=NC2)N2CCC(CC2)CC2=NC=CC=C2 1-(5-(3-cyano-6-ethoxypyrazolo[1,5-a]pyridin-4-yl)pyridin-2-yl)-4-(pyridin-2-ylmethyl)piperidin